N1[C@@H](CCC1)C(=O)C1=NC=CC=C1 prolyl-pyridine